4-amino-N-(6-bromo-2,3-dihydrobenzofuran-3-yl)-7-fluoro-N-methyl-1,3-dihydrofuro[3,4-c]quinoline-8-carboxamide NC1=NC=2C=C(C(=CC2C2=C1COC2)C(=O)N(C)C2COC1=C2C=CC(=C1)Br)F